6-[(2S)-2-aminopropyl]-2-chloro-5-fluoro-N-[(pyridin-3-yl)methyl]-7H-pyrrolo[2,3-d]pyrimidin-4-amine N[C@H](CC1=C(C2=C(N=C(N=C2NCC=2C=NC=CC2)Cl)N1)F)C